CC1(CCN(CC1)C(=O)OC(C)(C)C)N1N=CC(=C1)CC=1C=2C3=C(C(NC3=CC1)=O)C=CC2 tert-Butyl 4-Methyl-4-(4-((2-oxo-1,2-dihydrobenzo[cd]indol-6-yl)methyl)-1H-pyrazol-1-yl)piperidine-1-carboxylate